COC1=NC=CC(=C1)C1C(NC2(CC2)C1)=O 6-(2-methoxypyridin-4-yl)-4-azaspiro[2.4]heptan-5-one